ClC1=CC=C(CN2C(N3C(C4=C2C=C(C=N4)N4CCOCC4)=NC(C3)C3CCCCC3)=O)C=C1 6-(4-chlorobenzyl)-2-cyclohexyl-8-(morpholin-4-yl)-2,6-dihydroimidazo[1,2-c]pyrido[2,3-e]pyrimidin-5(3H)-one